ClC1=C(C=CC=C1)C1=C(C2=C(N=C(N=C2)NC2=CC=C(C=C2)OCCN(C)C)N(C1=O)C)C#C 6-(2-chlorophenyl)-2-({4-[2-(dimethylamino)ethoxy]phenyl}amino)-5-ethynyl-8-methylpyrido[2,3-d]pyrimidin-7-one